BrC=1C=C2N(N=CC=C2OS(=O)(=O)C(F)(F)F)C1 Trifluoromethanesulfonic acid 6-bromopyrrolo[1,2-b]pyridazin-4-yl ester